(S)-8,8-Dimethyl-2-oxo-7,8-dihydro-2H,6H-pyrano[3,2-g]chromen-7-yl (E)-3-(4-fluorophenyl)acrylat FC1=CC=C(C=C1)/C=C/C(=O)O[C@H]1CC=2C=C3C=CC(OC3=CC2OC1(C)C)=O